(S)-3-chloro-5'-cyclopropyl-4-((3,5-difluoropyridin-2-yl)methoxy)-2'-(2-(2-hydroxypropan-2-yl)pyrimidin-4-yl)-6-methyl-2H-[1,4'-bipyridin]-2-one ClC=1C(N(C(=CC1OCC1=NC=C(C=C1F)F)C)C1=CC(=NC=C1C1CC1)C1=NC(=NC=C1)C(C)(C)O)=O